phenyl (4-((methyl(2-oxopyrrolidin-3-yl)amino)methyl)phenyl)carbamate CN(C1C(NCC1)=O)CC1=CC=C(C=C1)NC(OC1=CC=CC=C1)=O